(3S)-1-(3-(5-bromo-3,6-dihydropyridin-1(2H)-yl)-2-((tert-butoxycarbonyl)amino)propionyl)hexahydropyridazine-3-carboxylic acid methyl ester COC(=O)[C@H]1NN(CCC1)C(C(CN1CCC=C(C1)Br)NC(=O)OC(C)(C)C)=O